FC(C(=O)O)(F)F.N[C@H](C#N)C[C@H]1C(NCCC1)=O (S)-2-amino-3-((S)-2-oxopiperidin-3-yl)propanenitrile 2,2,2-trifluoroacetate